ClC1=C(C=C(C=C1)NC1=C2CCN(CC2=CC=C1)C(C(CO)(C)C)=O)C=1NC(=CN1)C1=CC=CC=C1 1-(5-{[4-chloro-3-(5-phenyl-1H-imidazol-2-yl)phenyl]amino}-1,2,3,4-tetrahydroisoquinolin-2-yl)-3-hydroxy-2,2-dimethylpropan-1-one